NOC1(CCC1)C(=O)OCCCC(=O)O 4-((1-(aminooxy)cyclobutane-1-carbonyl)oxy)butyric acid